O1CCC2=C1C=C(C=C2)C(C)N2CCN(CC2)C2=CC=C(C=N2)S(=NC(C(F)(F)F)=O)(=O)C N-((6-(4-(1-(2,3-dihydrobenzofuran-6-yl)ethyl)piperazin-1-yl)pyridin-3-yl)(methyl)(oxo)-λ6-sulfanylidene)-2,2,2-trifluoroacetamide